The molecule is an omega-amino fatty acid that is octanoic acid which carries an amino group at position 8. It has a role as a human metabolite. It is a medium-chain fatty acid and an omega-amino fatty acid. C(CCCC(=O)O)CCCN